Cl.N[C@H]1[C@H]2CC[C@@H](C1)N2C=2N(C(C1=C(N2)NC=C1C1=CC=C2C=CC(=NC2=C1Cl)N(C)C)=O)C 2-[(1R,2R,4S)-2-amino-7-azabicyclo[2.2.1]heptan-7-yl]-5-[8-chloro-2-(dimethyl-amino)quinolin-7-yl]-3-methyl-3H,4H,7H-pyrrolo[2,3-d]pyrimidin-4-one hydrochloride